ethyl 2-(2-(N-((1,2,3,5,6,7-hexahydro-s-indacen-4-yl)carbamoyl)sulfamoyl)-3,4-dimethyl-4,5,6,7-tetrahydrobenzofuran-4-yl)acetate C1CCC2=C(C=3CCCC3C=C12)NC(=O)NS(=O)(=O)C=1OC2=C(C1C)C(CCC2)(C)CC(=O)OCC